9-bromo-5-chloro-7-iodo-2-(pyrazin-2-yl)-[1,2,4]triazolo[1,5-c]quinazoline BrC1=CC=2C=3N(C(=NC2C(=C1)I)Cl)N=C(N3)C3=NC=CN=C3